[Cr].[Fe].ClC1=C(CNC(=O)C=2SC(=CC2)S(=O)(=O)NC)C=CC(=C1)Cl N-(2,4-dichlorobenzyl)-5-(N-methylaminosulfonyl)thiophene-2-carboxamide iron-chromium